CC1=C(C(=O)OC)C=CN=C1 methyl 3-methyl-isonicotinate